tert-butyl [(1R)-1-{3-[1,1-difluoro-2-hydroxy-3,3-dimethylbutyl]-2-fluorophenyl}ethyl]carbamate FC(C(C(C)(C)C)O)(F)C=1C(=C(C=CC1)[C@@H](C)NC(OC(C)(C)C)=O)F